C(C)(C)(C)OC(=O)N1CC(C(CC1)C=1C=C2C(=C(N(C2=CC1)C(=O)OC(C)(C)C)C1=CC(=C(C=C1)OC)OC)C(C)C)(F)F tert-butyl 5-(1-(tert-butoxycarbonyl)-3,3-difluoropiperidin-4-yl)-2-(3,4-dimethoxyphenyl)-3-isopropyl-1H-indole-1-carboxylate